CN(C(=O)C=1C=C(C=CC1)NC(=O)C=1C=CC2=C(N=NS2)C1)C1=CC=CC=C1 N-(3-(methyl(phenyl)carbamoyl)phenyl)benzo[d][1,2,3]thiadiazole-5-carboxamide